OC[C@H]1CN(C[C@H](C1)C)C(=O)OC(C)(C)C (3R,5S)-tert-butyl 3-(hydroxymethyl)-5-methylpiperidine-1-carboxylate